3-[3-methyl-2-oxo-4-[6-(4-piperidyloxy)hexyl]benzimidazol-1-yl]piperidine CN1C(N(C2=C1C(=CC=C2)CCCCCCOC2CCNCC2)C2CNCCC2)=O